ClC1=CC=C(C=C1)[B-](C1=CC=C(C=C1)Cl)(C1=CC=C(C=C1)Cl)C1=CC=C(C=C1)Cl.C(CCCCCCCCCCCCC)[NH3+] tetradecylammonium tetrakis(4-chlorophenyl)borate